C(C)(=O)N[C@@H](CC(=O)O)C(=O)O.C(C)(=O)N[C@@H](CC(=O)O)C(=O)O N-acetyl-L-aspartic acid (N-acetyl-L-aspartate)